C1(=CC=CC=C1)C(C(=O)OCC)C1=CC(=CC=C1)OS(=O)(=O)C(F)(F)F ethyl 2-phenyl-2-(3-(((trifluoromethyl)sulfonyl)oxy)phenyl)acetate